C1(=CC=CC=C1)C=1C=C2C=CC(=C(C2=CC1)C1=C(C=CC2=CC(=CC=C12)C1=CC=CC=C1)OCCO)OCCO 6,6'-diphenyl-2,2'-bis(2-hydroxyethoxy)-1,1'-binaphthyl